CCCCCCCCCCCCCCCCCCCC(=O)O[C@H](COC(=O)CCCCCCCCCCCCCC)COP(=O)(O)OC[C@H](CO)O 1-pentadecanoyl-2-eicosanoyl-glycero-3-phospho-(1'-sn-glycerol)